COC1=NC=C(C(=N1)C(F)(F)F)N1CC2(CC1)CCNCC2 2-(2-methoxy-4-(trifluoromethyl)pyrimidin-5-yl)-2,8-diazaspiro[4.5]decane